6-amino-3-methyl-2,3-dihydrobenzo[b]thiophene 1,1-dioxide NC=1C=CC2=C(S(CC2C)(=O)=O)C1